C(=O)N(C)CC1=NN2C(N=CC=C2C(=O)NC2CC3=CC=CC=C3C2)=C1C(=O)N 2-[[formyl(methyl)amino]methyl]-N7-indan-2-yl-pyrazolo[1,5-a]pyrimidine-3,7-dicarboxamide